2-ethoxyethyl acrylate (2-ethoxyethoxyethyl acrylate) C(C)OCCOCCC(C(=O)O)=C.C(C=C)(=O)OCCOCC